C(C)OC(=O)C1=C(NC(=N[C@H]1C1=C(C(=CC=C1)F)C)C=1SC=CN1)CN1CCN(CC1)C(=O)N1CCC(CC1)(C)CC(=O)O (S)-2-(1-(4-((5-(ethoxycarbonyl)-6-(3-fluoro-2-methylphenyl)-2-(thiazol-2-yl)-3,6-dihydropyrimidin-4-yl)methyl)piperazine-1-carbonyl)-4-methylpiperidin-4-yl)acetic acid